OC=1C=C(C=CC1)CCC(=O)N1CCN(CC1)CC=1OC=CC1 3-(3-hydroxyphenyl)-1-(4-(2-furanylmethyl)piperazinyl)-1-propanone